C1(=CC=CC=C1)C1=C(N=C2N1COC1=C2C=NC=C1)C1=CC=C(C=C1)C1(CCC1)O 4-(3-phenyl-5H-imidazo[1,2-c]pyrido[3,4-e][1,3]oxazin-2-yl)phenylcyclobutanol